N-Methyl-N-(1-benzylpiperidin-4-ylmethyl)-8-(4-(hydroxymethyl)phenyl)-9H-purin-6-amine CN(C1=C2N=C(NC2=NC=N1)C1=CC=C(C=C1)CO)CC1CCN(CC1)CC1=CC=CC=C1